(S)-7-chloro-1-methyl-6-((4-(methylamino)pyrazolo[1,5-a]pyrazin-3-yl)oxy)-N-(3-((1-methylpyrrolidin-3-yl)oxy)-5-(trifluoromethyl)phenyl)-1H-imidazo[4,5-b]pyridin-2-amine ClC1=C2C(=NC=C1OC=1C=NN3C1C(=NC=C3)NC)N=C(N2C)NC2=CC(=CC(=C2)C(F)(F)F)O[C@@H]2CN(CC2)C